OC1(CN(CC1)C1=NC=CC(=C1)C(=O)NC1=NC2=C(N1)C(=CC=C2C2CCOCC2)OC)C 2-(3-hydroxy-3-methylpyrrolidin-1-yl)-N-[7-methoxy-4-(oxan-4-yl)-1H-1,3-benzodiazol-2-yl]pyridine-4-carboxamide